(S)-3-(3,4-difluorophenyl)-4-(5-(3,5-dimethylisoxazol-4-yl)-1-((R)-1-methylpyrrolidin-3-yl)-1H-benzo[d]imidazol-2-yl)-1,3-oxazinane-2-one FC=1C=C(C=CC1F)N1C(OCC[C@H]1C1=NC2=C(N1[C@H]1CN(CC1)C)C=CC(=C2)C=2C(=NOC2C)C)=O